CN(S(=O)(=O)CCNC1=NC(N(C2=CC(=CC=C12)C(F)(F)F)C1=C(C=CC=C1)C)=O)C N,N-dimethyl-2-((2-oxo-1-(o-tolyl)-7-(trifluoromethyl)-1,2-dihydroquinazolin-4-yl)amino)ethane-1-sulfonamide